C(#N)C=1C=NN2C1C(=CC(=C2)C=2C=NN(C2C)C2CCN(CC2)C#N)O[C@@H](C(F)(F)F)C 4-[4-(3-Cyano-4-[[(2R)-1,1,1-trifluoropropan-2-yl]oxy]pyrazolo[1,5-a]pyridin-6-yl)-5-methylpyrazol-1-yl]piperidine-1-carbonitrile